C(C)(C)(C)OC(=O)\N=C\1/N(C=CN1C)CC=1C=C2C([C@H](COC2=C(C1)C1=C(C=C(C=C1)F)C)CC=1C=CC(=C(OCC(=O)O)C1)F)=O (S,Z)-2-(5-((6-((2-((tert-butoxycarbonyl)imino)-3-methyl-2,3-dihydro-1H-imidazol-1-yl)methyl)-8-(4-fluoro-2-methylphenyl)-4-oxochroman-3-yl)methyl)-2-fluorophenoxy)acetic acid